4,4'-(1,1,2,2,3,3-hexafluoro-1,3-propanediyl)bis(2-aminophenol) FC(C(C(F)(F)C1=CC(=C(C=C1)O)N)(F)F)(F)C1=CC(=C(C=C1)O)N